ClC=1C=C(NC2(CCC3(C(CC4=CC=CC=C34)C[C@H](COC3=CC=NC=4[C@H](CCCC34)F)C)CC2)C(=O)O)C=CC1 4-(3-Chloroanilino)-2'-[(2R)-3-{[(8S)-8-fluoro-5,6,7,8-tetrahydroquinolin-4-yl]oxy}-2-methylpropyl]-2',3'-dihydrospiro[cyclohexane-1,1'-indene]-4-carboxylic acid